C(C)(C)(C)[Si](OCC1(CNC=2N=C(N=CC21)SC)C)(C)C tert-butyl-dimethyl-[(5-methyl-2-methylsulfanyl-6,7-dihydropyrrolo[2,3-d]pyrimidin-5-yl)methoxy]silane